FC1=CC=C(OCC(=C)[NH2]=O)C=C1 3-(4-fluorophenoxy)prop-1-en-2-amine oxide